4-(1-(2,4-dichlorophenyl)-3-isobutyl-1H-pyrazolo[4,3-b]pyridine-5-carbonyl)-3,3-dimethylpiperazin-2-one ClC1=C(C=CC(=C1)Cl)N1N=C(C2=NC(=CC=C21)C(=O)N2C(C(NCC2)=O)(C)C)CC(C)C